(2,6-diphenoxyphenyl)-(2-methoxymethoxy-3-tert-butylphenyl)chlorophosphine O(C1=CC=CC=C1)C1=C(C(=CC=C1)OC1=CC=CC=C1)P(Cl)C1=C(C(=CC=C1)C(C)(C)C)OCOC